COC(CCCCCCCC1C(C1)CCCCCCCCCCC(CCCCCC)N(C)C)=O methyl-8-{2-[11-(dimethylamino)heptadecyl]cyclopropyl}octanoate